P(O)(=O)(OP(=O)(O)OP(=O)(O)O)OC[C@@H]1[C@H]([C@H]([C@@H](O1)C1=CN(C(=O)NC1=O)C[C@@H](C)O)O)O |&1:28| (±)-1-(2-hydroxypropyl)pseudouridine triphosphate